2-{3-(6-(1,1'-biphenyl-4-yl)-dibenzothiophene-4-yl)phenyl}-4,6-diphenyl-1,3,5-triazine C1(=CC=C(C=C1)C1=CC=CC=2C3=C(SC21)C(=CC=C3)C=3C=C(C=CC3)C3=NC(=NC(=N3)C3=CC=CC=C3)C3=CC=CC=C3)C3=CC=CC=C3